CC=1N=C(SC1)C1=CC(=CC=C1)N1CCCC1 4-methyl-2-(3-(pyrrolidin-1-yl)phenyl)thiazol